undec-10-en-1-ylbromide C(CCCCCCCCC=C)Br